C(C)[C@H]1C(NC=2C(=NC(=NC2N1C)NCC=1C=NN(C1)CC=1C=NC(=C(C1)OC)F)C)=O (7S)-7-ethyl-2-(((1-((6-fluoro-5-methoxypyridin-3-yl)methyl)-1H-pyrazol-4-yl)methyl)amino)-4,8-dimethyl-7,8-dihydropteridin-6(5H)-one